Cl[V](C1=CC=CC1)(C1=CC=CC1)Cl bischlorobis(cyclopentdienyl)vanadium (IV)